OC1CCCN2C1=NC(=C(C2=O)CCN2CCC(CC2)=C2C1=C(CCC=3C2=NC=CC3)C=C(C=C1)OC)C 9-hydroxy-3-(2-(4-(8-methoxy-5,6-dihydro-11H-benzo-[5,6]cyclohepta[1,2-b]pyridin-11-ylidene)-piperidin-1-yl)ethyl)-2-methyl-6,7,8,9-tetrahydro-4H-pyrido-[1,2-a]pyrimidin-4-one